C(=C)C1=CC=C(C=N1)NC(OC[C@@H]1OC2=C(C3=C(N=C(S3)C3=C4N=CC(=NC4=CC(=C3)C)OC)C=C2)OC1)=O (R)-(2-(2-methoxy-7-methylquinoxalin-5-yl)-7,8-dihydro-[1,4]dioxino[2',3':3,4]benzo[1,2-d]thiazol-7-yl)methyl (6-vinylpyridin-3-yl)carbamate